C(#C)[C@]1([C@]2(C)[C@@H](CC1)[C@@H]1CC[C@H]3C[C@H](O)CC[C@]3(C)[C@H]1CC2)O 17a-ethynyl-3a-androstanediol